racemic-4-(4-(3-(1,3-dimethyl-1H-indazol-6-yl)-1,2,4-oxadiazol-5-yl)piperidine-1-carbonyl)-1-phenylpyrrolidin-2-one CN1N=C(C2=CC=C(C=C12)C1=NOC(=N1)C1CCN(CC1)C(=O)[C@@H]1CC(N(C1)C1=CC=CC=C1)=O)C |r|